methylenedi-camphorsulfonic acid C(C1C(C2(CCC1C2(C)C)CS(=O)(=O)O)=O)C2C(C1(CCC2C1(C)C)CS(=O)(=O)O)=O